5-{1-fluoro-3-hydroxy-7-[(4-methoxy-3,3-dimethylbutyl)amino]-5,6,7,8-tetrahydronaphthalen-2-yl}-1λ6,2,5-thiadiazolidine-1,1,3-trione FC1=C(C(=CC=2CCC(CC12)NCCC(COC)(C)C)O)N1CC(NS1(=O)=O)=O